FC(C1=CC=C(C=C1)C1=NC2=C(N1CC1=C(OCCCCCC(=O)OCC)C=CC=C1)C=CC=C2)(F)F Ethyl 6-(2-((2-(4-(trifluoromethyl)phenyl)-1H-benzo[d]imidazol-1-yl)methyl)phenoxy)hexanoate